ClC=1C=CC(=C(CN2CCN(CC2)C(CNC(=O)C2CC23CCC(CC3)(F)F)=O)C1)OCC1=NC=C(C=C1)C#N 6,6-Difluoro-spiro[2.5]octane-1-carboxylic acid (2-{4-[5-chloro-2-(5-cyano-pyridin-2-ylmethoxy)-benzyl]-piperazin-1-yl}-2-oxo-ethyl)-amide